4-(azetidin-1-yl)-1-chloro-6-nitrophthalazine N1(CCC1)C1=NN=C(C2=CC=C(C=C12)[N+](=O)[O-])Cl